NC=1C=C(C=CC1)C1=NN=C(O1)NC=1C(=C2C=NN(C2=CC1)C1OCCCC1)Cl 5-(3-aminophenyl)-N-(4-chloro-1-(tetrahydro-2H-pyran-2-yl)-1H-indazol-5-yl)-1,3,4-oxadiazol-2-amine